ClC=1N=C(C(=NC1Cl)C#N)C#N 5,6-dichloropyrazine-2,3-dinitrile